C(C)C=1C(=CC=C2C=C(C=C(C12)C1=C(C=2N=C(N=C(C2C=N1)N1CC2CC(C(C1)C2)O)OC[C@]21CCCN1C[C@@H](C2)F)F)OCOC)F 3-(7-(8-ethyl-7-fluoro-3-(methoxymethoxy)naphthalen-1-yl)-8-fluoro-2-(((2R,7aS)-2-fluorohexahydro-1H-pyrrolizin-7a-yl)methoxy)pyrido[4,3-d]pyrimidin-4-yl)-3-azabicyclo[3.2.1]octan-6-ol